ClC=1C=C2C3=C(NC2=CC1)CN(CC3)CC(O)C3=CC(=CC=C3)C(F)(F)F 2-(6-Chloro-3,4-dihydro-1H-pyrido[3,4-b]indol-2(9H)-yl)-1-(3-(trifluoromethyl)phenyl)ethanol